(dimethylamino)ethylamine CN(C)CCN